(E)-1-(2-Hydroxy-4-methylphenyl)-3-[3-(methoxymethoxy)-4-phenylmethoxyphenyl]prop-2-en-1-one OC1=C(C=CC(=C1)C)C(\C=C\C1=CC(=C(C=C1)OCC1=CC=CC=C1)OCOC)=O